1,3-Bis(2,3-dimethoxybenzamido)benzene COC1=C(C(=O)NC2=CC(=CC=C2)NC(C2=C(C(=CC=C2)OC)OC)=O)C=CC=C1OC